C(CCCCCCCCCCCCC)OP(=O)([O-])[O-].[Na+].[Na+] disodium tetradecylphosphate